O1C(=CC2=C1C=CC=C2)C2=NC=NC=C2 4-(benzofuran-2-yl)pyrimidine